(2-oxo-1-(1-(pyridin-2-yl)ethyl)-1,2-dihydropyridin-4-yl)boronic acid O=C1N(C=CC(=C1)B(O)O)C(C)C1=NC=CC=C1